CC1N(CCCNC1)C1CCN(CC1)C(C)C 2-Methyl-1-[1-(propan-2-yl)piperidin-4-yl]-1,4-diazepane